C(=O)=C1CNCCN1 3-carbonylpiperazine